tri-octadecyl-aluminum C(CCCCCCCCCCCCCCCCC)[Al](CCCCCCCCCCCCCCCCCC)CCCCCCCCCCCCCCCCCC